O-acetylhomoserineO-acetylserine C(C)(=O)OCC[C@H](NN([C@@H](CO)C(=O)O)C(C)=O)C(=O)O